C(C1=CC=CC=C1)C1=C2N3CCC[C@H]3CC=CCCC(C3=NN=C(C(C(=C1)[N+](=O)[O-])=N2)O3)(C(F)(F)F)OCC3=CC=CC=C3 (12S)-18-benzyl-6-(benzyloxy)-20-nitro-6-(trifluoromethyl)-22-oxa-3,4,16,21-tetraazatetracyclo[15.3.1.12,5.012,16]docosa-1(21),2,4,9,17,19-hexaene